[SiH3]OP(O)O phosphorous silyl ester